1-cyclopentene-1-heptanoic acid methyl ester COC(CCCCCCC1=CCCC1)=O